ClC=1C=C(C2=CN(N=C2C1)C)C1=NC=CC(=N1)O (6-chloro-2-methyl-2H-indazol-4-yl)pyrimidin-4-ol